BrC=1C(=NC(=C(C1)C(F)(F)F)O[C@@H](CC=C)C)C(=O)N 3-bromo-6-[(1R)-1-methylbut-3-enoxy]-5-(trifluoromethyl)pyridine-2-carboxamide